S(=O)(=O)(O)[O-].C(CCC)[N+](CCCC)(CCCC)CCCC Tetrabutyl-ammonium hydrogen sulfate